methyl 2-[[(1R,2S,5S)-3-[(2S)-2-(tert-butoxycarbonylamino)-3,3-dimethyl-butanoyl]-6,6-dimethyl-3-azabicyclo[3.1.0]hexane-2-carbonyl]amino]-2-(5,6,7,8-tetrahydroisoquinolin-8-yl)acetate C(C)(C)(C)OC(=O)N[C@H](C(=O)N1[C@@H]([C@H]2C([C@H]2C1)(C)C)C(=O)NC(C(=O)OC)C1CCCC=2C=CN=CC12)C(C)(C)C